CN1N=CC=C1COC1=NC=CC(=C1)C1=NOC(=N1)C(F)(F)F 2-[(1-methyl-1H-pyrazol-5-yl)methoxy]-4-[5-(trifluoromethyl)-1,2,4-oxadiazol-3-yl]pyridine